CC1=CC=C(OC=2C3=CC=CC=C3C(=C3C=CC=CC23)OC2=CC=C(C=C2)C)C=C1 9,10-di(4-methylphenoxy)anthracene